C(#N)C1=CC=C(C=C1)CC(=O)NC=1C=NC(=CC1NC(C)C)NC1=NC(=NC=C1)C=1C=NN(C1)S(=O)(=O)C1CC1 2-(4-cyanophenyl)-N-(6-((2-(1-(cyclopropylsulfonyl)-1H-pyrazol-4-yl)pyrimidin-4-yl)amino)-4-(isopropylamino)pyridin-3-yl)acetamide